BrC1=CC(=C(C2=C1CCO2)Cl)C(O)C2=CC=C(C=C2)OC (4-bromo-7-chloro-2,3-dihydrobenzofuran-6-yl)(4-methoxyphenyl)methanol